(3,4-difluorophenyl)(methyl)sulfane FC=1C=C(C=CC1F)SC